(4-fluorophenyl) (((2r,3s,5r)-5-(2-amino-6-mercapto-9H-purin-9-yl)-3-hydroxytetrahydrofuran-2-yl) methoxy) phosphonate P(OC1=CC=C(C=C1)F)(OOC[C@H]1O[C@H](C[C@@H]1O)N1C2=NC(=NC(=C2N=C1)S)N)=O